C(C)(C)(C)OOOC(C1=CC=CC=C1)C1=CC=CC=C1 (diphenylmethyl) t-butyl-peroxy ether